C12C(CC(CC1)C2)NC=2C=1N=CN([C@H]3[C@H](O)[C@H](O)[C@@H](CCl)O3)C1N=CN2 N-bicyclo[2.2.1]-hept-2-yl-5'-chloro-5'-deoxyadenosine